fluoromethylketone FCC(=O)CF